NC1(CCOCC1)C(=O)NC(CC=1C=CC2=C(OCCC3=C2C=CC(=C3)F)C1)C#N 4-Amino-N-(1-cyano-2-(9-fluoro-6,7-dihydrodibenzo[b,d]oxepin-3-yl)ethyl)tetrahydro-2H-pyran-4-carboxamide